CS(=O)(=NCC1=CC=C(C=C1)C1=NOC(=N1)C(F)(F)F)C1=NC=CC=C1 methyl(pyridin-2-yl)((4-(5-(trifluoromethyl)-1,2,4-oxadiazol-3-yl)benzyl)imino)-λ6-sulfanone